CNC1=NC(=NC=C1CNC1CN(C2=CC=CC=C12)C(=O)OC(C)(C)C)SC tert-butyl 3-[[4-(methylamino)-2-methylsulfanyl-pyrimidin-5-yl]methylamino]indoline-1-carboxylate